N-[(3,4-methylenedioxyphenyl)methyl]-N'-(2-pyridylmethyl)-N-(5,6,7,8-tetrahydro-8-quinolinyl)-1,4-xylylenediamine C1OC=2C=C(C=CC2O1)CN(CC1=CC=C(C=C1)CNCC1=NC=CC=C1)C1CCCC=2C=CC=NC12